CCC(=O)SCCNC(=O)CCNC(=O)[C@@H](C(C)(C)COP(=O)([O-])OP(=O)([O-])OC[C@@H]1[C@H]([C@H]([C@@H](O1)N2C=NC3=C(N=CN=C32)N)O)OP(=O)([O-])[O-])O n-propionyl-coa